ClC=1C=C(C=CC1F)C(NC1=NC=C(C=N1)F)C=1NC(=C(N1)S(=O)(=O)C)C N-((3-chloro-4-fluorophenyl)(5-methyl-4-(methylsulfonyl)-1H-imidazol-2-yl)methyl)-5-fluoropyrimidin-2-amine